4-(4-(6-Chloropyridin-3-yl)piperidin-1-yl)-2-(trifluoromethyl)benzonitrile ClC1=CC=C(C=N1)C1CCN(CC1)C1=CC(=C(C#N)C=C1)C(F)(F)F